5-chloro-N-((1S,2R)-1-(5-oxo-4,5-dihydro-1,3,4-oxadiazol-2-yl)-2-(5,6,7,8-tetrahydronaphthalen-1-yl)propyl)pyridine-2-sulfonamide ClC=1C=CC(=NC1)S(=O)(=O)N[C@@H]([C@H](C)C1=CC=CC=2CCCCC12)C=1OC(NN1)=O